ClC=1C=C(C=CC1F)N(C(=O)[C@H]1N(C(N(C1)CCO)=O)C1=NC(=CC(=C1)C(F)(F)F)C)C (S)-N-(3-chloro-4-fluorophenyl)-1-(2-hydroxyethyl)-N-methyl-3-(6-methyl-4-(trifluoromethyl)pyridin-2-yl)-2-oxoimidazolidine-4-carboxamide